thiininediate S1C(C(=CC=C1)C(=O)[O-])C(=O)[O-]